FC(OC=1C=CC=CC1)F 3-(difluoromethoxy)benzene